(2S,3S,4R,5R)-5-(2-(5-chloropyridin-3-yl)-6-(methylamino)-9H-purin-9-yl)-3,4-dihydroxyl-N-(2,2,2-trifluoroethyl)tetrahydrofuran-2-formamide ClC=1C=C(C=NC1)C1=NC(=C2N=CN(C2=N1)[C@H]1[C@@H]([C@@H]([C@H](O1)C(=O)NCC(F)(F)F)O)O)NC